2-(6-((E)-((1S,2S,5S,6R)-2,6-difluoro-1,5-dimethyl-8-azabicyclo[3.2.1]octan-3-ylidene)methyl)pyridazin-3-yl)-5-(1H-imidazol-1-yl)phenol F[C@@H]\1[C@@]2(C[C@H]([C@](C/C1=C\C1=CC=C(N=N1)C1=C(C=C(C=C1)N1C=NC=C1)O)(N2)C)F)C